C(C)N1C=C(C=C(C1=O)C=1C=NN(C1O)C)C(=O)OC methyl 1-ethyl-5-(5-hydroxy-1-methylpyrazol-4-yl)-6-oxopyridine-3-carboxylate